3,4-dihydro-1,5-benzo-dioxepin O1CCCOC2=C1C=CC=C2